5-[[1-(3-bromophenyl)cyclobutyl]methyl]-4-methyl-4H-1,2,4-triazole-3-thiol BrC=1C=C(C=CC1)C1(CCC1)CC=1N(C(=NN1)S)C